ClC1=CC=C(C=C1)N1C[C@@H](CC1)N(C)CC1CC1 (R)-1-(4-chlorophenyl)-N-(cyclopropylmethyl)-N-methylpyrrolidin-3-amine